N-(oxetan-3-yl)acetamide O1CC(C1)NC(C)=O